N1=NC=C(C=C1)C1=CC(=C2C=NNC2=C1)NCCOCCCCNCC=1C=C(C=C(C1)C(F)(F)F)CO (3-(((4-(2-((6-(pyridazin-4-yl)-1H-indazol-4-yl)amino)ethoxy)butyl)amino)methyl)-5-(trifluoromethyl)phenyl)methanol